ClC1=NC=C(C(=C1)NC=1C=C(COCC2=CC(=CC(=N2)NC(OC(C)(C)C)=O)C(F)(F)F)C=C(C1OC)C1=NN(C=N1)C)C(NC([2H])([2H])[2H])=O Tert-butyl (6-(((3-((2-chloro-5-((methyl-d3)carbamoyl)pyridin-4-yl)amino)-4-methoxy-5-(1-methyl-1H-1,2,4-triazol-3-yl)benzyl)oxy)methyl)-4-(trifluoromethyl)pyridin-2-yl)carbamate